2-(3-amino-4-methoxyphenoxy)propane-1-sulfonic acid NC=1C=C(OC(CS(=O)(=O)O)C)C=CC1OC